5-[[4-[(2R)-2-Amino-4-methyl-pentoxy]-6-(2,6-dimethylphenyl)pyrimidin-2-yl]sulfamoyl]-2-methyl-pyrazole-3-carboxylic acid N[C@@H](COC1=NC(=NC(=C1)C1=C(C=CC=C1C)C)NS(=O)(=O)C=1C=C(N(N1)C)C(=O)O)CC(C)C